4-hydroxy-6-(1-(piperidin-4-yl)-1H-pyrazol-4-yl)pyrazolo[1,5-a]pyridine-3-carbonitrile dihydrochloride Cl.Cl.OC=1C=2N(C=C(C1)C=1C=NN(C1)C1CCNCC1)N=CC2C#N